(S)-3-(3-(4-hydroxy-1-methyl-2-oxo-1,2-dihydropyridin-3-yl)ureido)-3-(5-methoxybiphenyl-3-yl)propanoic acid ethyl ester C(C)OC(C[C@@H](C=1C=C(C=C(C1)OC)C1=CC=CC=C1)NC(=O)NC=1C(N(C=CC1O)C)=O)=O